(2R)-2-amino-2-[4-(1-ethyl-1H-pyrazol-5-yl)phenyl]ethan-1-ol N[C@@H](CO)C1=CC=C(C=C1)C1=CC=NN1CC